2-(3-methyl-1-methylenebutyl)aniline CC(CC(=C)C1=C(N)C=CC=C1)C